CC=1C(CC(C(C1)C)C)CC(C)=O 1-(2,4,5-trimethylcyclohex-2-en-1-yl)propan-2-one